ClC=1C(=C(C=CC1)NC(=O)C1=CC(=CC=2NC(=NC21)NCC)NC(=O)C2=C(C=CC=C2)C(F)(F)F)C N-(3-chloro-2-methylphenyl)-2-(ethylamino)-6-({[2-(trifluoromethyl)phenyl]carbonyl}amino)-1H-benzoimidazole-4-carboxamide